2-(1,3-dioxolan-2-yl)thiazole-5-sulfonyl chloride O1C(OCC1)C=1SC(=CN1)S(=O)(=O)Cl